N-(4-(1-(benzo[d][1,3]dioxol-5-yl)naphthalen-4-yloxy)butyl)cyclohexanamine O1COC2=C1C=CC(=C2)C2=CC=C(C1=CC=CC=C21)OCCCCNC2CCCCC2